benzyl N-[2-(3-cyano-2-methyl-5-oxo-5,6,7,8-tetrahydro-1,6-naphthyridin-6-yl)ethyl]carbamate C(#N)C=1C(=NC=2CCN(C(C2C1)=O)CCNC(OCC1=CC=CC=C1)=O)C